C(C)(C)(C)S(=O)(=O)N1CCC2=CC=C(C=C12)NC(C1=C(C=C(C=C1)S(=O)(=O)CCO)N1CC2CC2(CC1)C)=O N-(1-(tert-butylsulfonyl)indolin-6-yl)-4-((2-hydroxyethyl)sulfonyl)-2-(6-methyl-3-azabicyclo[4.1.0]heptan-3-yl)benzamide